BrC=1C=C2C(C(=CN(C2=NC1N1C[C@H]([C@@H](C1)O)O)C1=C(C=C(C=C1F)F)F)C(=O)N[C@H](C(F)(F)F)C1CC1)=O 6-bromo-N-[(1S)-1-cyclopropyl-2,2,2-trifluoroethyl]-7-[(3R,4R)-3,4-dihydroxypyrrolidin-1-yl]-4-oxo-1-(2,4,6-trifluorophenyl)-1,4-dihydro-1,8-naphthyridine-3-carboxamide